FC(OC1=C(C(=O)N)C=CC=C1)(F)F 2-(trifluoromethoxy)benzamide